trans-2-(trifluoromethyl)oxan-4-ol FC([C@@H]1OCC[C@H](C1)O)(F)F